C(CCCCCCCCC(=O)O)(=O)O.C(CCCCCCCCC(=O)O)(=O)O.C(CCCCO)O 1,5-pentanediol disebacate